1-(3,6-dibromo-9H-carbazol-9-yl)-3-(4-(4-(4-((4-fluoro-3-(trifluoromethyl)benzyl)oxy)-3-(((2-hydroxyethyl)amino)methyl)phenyl)butyl)piperazin-1-yl)propan-2-ol BrC=1C=CC=2N(C3=CC=C(C=C3C2C1)Br)CC(CN1CCN(CC1)CCCCC1=CC(=C(C=C1)OCC1=CC(=C(C=C1)F)C(F)(F)F)CNCCO)O